C(OCC1=C(C=CC=C1)C)(O[C@@]1(C(OCC=2C(N3CC=4C(=NC=5C=CC=CC5C4CCN(C(C)=O)C(C)C)C3=CC21)=O)=O)CC)=O 2-methylbenzyl ((S)-4-ethyl-11-(2-(N-isopropylacetamido) ethyl)-3,14-dioxo-3,4,12,14-tetrahydro-1H-pyrano[3',4':6,7]indolizino[1,2-b]quinolin-4-yl) carbonate